N-(2-(((1R,2R)-5-((3-(2,3-dihydrobenzo[b][1,4]dioxin-6-yl)-2-methylbenzyl)oxy)-2-hydroxy-2,3-dihydro-1H-inden-1-yl)amino)ethyl)acetamide O1C2=C(OCC1)C=C(C=C2)C=2C(=C(COC=1C=C3C[C@H]([C@@H](C3=CC1)NCCNC(C)=O)O)C=CC2)C